(R)-N-((S)-1-(((6-amino-2-methylpyridin-3-yl)methyl)amino)-1-oxopropan-2-yl)-2-((3-hydroxyphenylethyl)amino)-4-phenylbutyramide NC1=CC=C(C(=N1)C)CNC([C@H](C)NC([C@@H](CCC1=CC=CC=C1)NCCC1=CC(=CC=C1)O)=O)=O